((2R,3S)-3-(benzoyloxy)-5-methoxytetrahydrofuran-2-yl)methyl-d2-benzoate C(C1=CC=CC=C1)(=O)O[C@@H]1[C@H](OC(C1)OC)C([2H])([2H])OC(C1=CC=CC=C1)=O